C(C)OC(=O)C1=C(N=C(N1)C1CC(C1)(F)F)C1=CC=C(C=C1)Br 4-(4-bromophenyl)-2-(3,3-difluorocyclobutyl)-1H-imidazole-5-carboxylic acid ethyl ester